COC1=CC=C(C=C1)C=1OC2=CC=CC=C2C(C1C(=O)O)=O 2-(4-methoxyphenyl)-4-oxo-4H-chromene-3-carboxylic acid